NC1=CC=C(C=C1)C1=NN=C(O1)C1=CC=C(N)C=C1 4-[5-(4-aminophenyl)-1,3,4-oxadiazol-2-yl]aniline